ethylmethylsilyloxyldiethylaluminum C(C)CC[Al](CC)O[SiH2]C